C(CCCCCCCCCCCCCCCCC)[N+](C)(C)C octadecyltrimethylammonium